N1N=CC2=CC(=CC=C12)C#CC1=NC(=NC=C1)C1=NC(=NC=C1)NCC1=NC=C(C=C1)F 4-((1H-Indazol-5-yl)ethynyl)-N-((5-fluoropyridin-2-yl)methyl)-[2,4'-bipyrimidin]-2'-amine